O1CCC(CC1)C1=CC2=C(SC=C2)C=C1 5-(Tetrahydro-2H-pyran-4-yl)benzo[b]thiophen